m-[2-(dimethylamino)-6-(1-{[6-(methoxymethyl)-2-pyridinyl]methyl}-1H-1,2,3-triazol-4-yl)-4-pyrimidinyl]benzonitrile CN(C1=NC(=CC(=N1)C=1C=C(C#N)C=CC1)C=1N=NN(C1)CC1=NC(=CC=C1)COC)C